COC([C@](CC=C)(C)N)=O (R)-2-amino-2-methylpent-4-enoic acid methyl ester